BrC1=C(C(=C(C=C1)C=C1CN(C1)C(=O)OC(C)(C)C)F)C tert-butyl 3-[(4-bromo-2-fluoro-3-methylphenyl)methylene]azetidine-1-carboxylate